(2S,4R)-1-(2-(3-acetyl-7-methyl-5-(2-methylpyrimidin-5-yl)-1H-indazol-1-yl)acetyl)-N-(6-bromo-3-methylpyridin-2-yl)-4-fluoro-4-methylpyrrolidine-2-carboxamide C(C)(=O)C1=NN(C2=C(C=C(C=C12)C=1C=NC(=NC1)C)C)CC(=O)N1[C@@H](C[C@@](C1)(C)F)C(=O)NC1=NC(=CC=C1C)Br